(Z)-N-(3-((6-(methylamino)pyrimidin-4-yl)oxy)phenyl)but-2-enamide CNC1=CC(=NC=N1)OC=1C=C(C=CC1)NC(\C=C/C)=O